FC(C=1C=CC2=C(C=NCC=3N2N=C(N3)C(=O)N)C1)(F)F 8-(trifluoromethyl)-4H-[1,2,4]triazolo[1,5-a][1,4]benzodiazepine-2-Carboxamide